((4,4-difluorocyclohexyl)methyl)pyridine-2,5-diamine FC1(CCC(CC1)CC=1C(=NC=C(C1)N)N)F